C(C)(CC)OC1=CC=2N(C=C1C(=O)NC=1C(N(C=CC1)C1CC1)=O)C=C(N2)[C@@]21CO[C@@](CC2)(C1)C 7-(sec-butoxy)-N-(1-cyclopropyl-2-oxo-1,2-dihydropyridin-3-yl)-2-((1S,4R)-1-methyl-2-oxabicyclo[2.2.1]heptan-4-yl)imidazo[1,2-a]pyridine-6-carboxamide